[N+](=O)([O-])C1=C2C=CN(C(C2=CC=C1)=O)C1C(NC(CC1)=O)=O 3-(5-nitro-1-oxoisoquinoline-2(1H)-yl)piperidine-2,6-dione